C[C@@H]1COC[C@H](N1C[C@@H]1N(C[C@H](NC1)C)CC(=O)N1C2=C(OC[C@@H]1COC(C)C)N=CC(=C2)CC2=CC=C(C=C2)F)C 2-((2R,5R)-2-(((3R,5R)-3,5-dimethylmorpholino)methyl)-5-methylpiperazin-1-yl)-1-((S)-7-(4-fluorobenzyl)-2-(isopropoxymethyl)-2,3-dihydro-1H-pyrido[2,3-b][1,4]oxazin-1-yl)ethan-1-one